(1R,3S,4R)-2-((5-chloropyridin-3-yl)-D-alanyl)-N-((S)-1-cyano-2-((R)-2-oxopiperidin-3-yl)ethyl)-5,5-difluoro-2-azabicyclo[2.2.2]octane-3-carboxamide ClC=1C=C(C=NC1)N[C@H](C)C(=O)N1[C@H]2CC([C@@H]([C@H]1C(=O)N[C@@H](C[C@@H]1C(NCCC1)=O)C#N)CC2)(F)F